N,N'-Diphenyl-N,N'-bis-(1-naphthyl)-9,9'-spirobifluoren-2,7-diamin C1(=CC=CC=C1)N(C1=CC=2C3(C4=CC(=CC=C4C2C=C1)N(C1=CC=CC2=CC=CC=C12)C1=CC=CC=C1)C1=CC=CC=C1C=1C=CC=CC13)C1=CC=CC3=CC=CC=C13